2-(5-amino-1,3-dioxoisoindol-2-yl)acetic acid NC=1C=C2C(N(C(C2=CC1)=O)CC(=O)O)=O